N-((S)-1-(2-((R)-2-chloro-2-fluoroacetyl)-2-(((S)-2-oxopyrrolidin-3-yl)methyl)hydrazineyl)-3-(1-methylcyclopropyl)-1-oxopropan-2-yl)-5-methylisoxazole-3-carboxamide Cl[C@H](C(=O)N(NC([C@H](CC1(CC1)C)NC(=O)C1=NOC(=C1)C)=O)C[C@H]1C(NCC1)=O)F